[3-Chloro-2-(methoxymethyl)-4-methyl-5,7-dihydropyrrolo[3,4-b]pyridin-6-yl]-[(3R)-1-(6-methylpyrimidin-4-yl)pyrrolidin-3-yl]methanon ClC=1C(=C2C(=NC1COC)CN(C2)C(=O)[C@H]2CN(CC2)C2=NC=NC(=C2)C)C